8-chloro-N-(3,3-difluorocyclobutyl)-7,9-dimethyl-pyrido[3',2':4,5]Furano[3,2-d]Pyrimidine-4-amine hydrochloride Cl.ClC1=C(C2=C(OC3=C2N=CN=C3NC3CC(C3)(F)F)N=C1C)C